N-[(4-chloro-3-fluoropyridin-2-yl)methyl]-1H-imidazole-2-carboxamide ClC1=C(C(=NC=C1)CNC(=O)C=1NC=CN1)F